7-ethoxy-2,3,4,5-tetrahydro-2-benzazepine C(C)OC=1C=CC2=C(CCCNC2)C1